1-[(3-methyl-2-oxo-1,3-oxazolidin-4-yl)methoxy]-7-(prop-2-yloxy)isoquinoline-6-carboxamide S-(7-((4-(4-chlorophenyl)thiazol-2-yl)amino)-7-oxoheptyl)3-phenylpropanethioate ClC1=CC=C(C=C1)C=1N=C(SC1)NC(CCCCCCS=C(CCC1=CC=CC=C1)O)=O.CN1C(OCC1COC1=NC=CC2=CC(=C(C=C12)OC(C)C)C(=O)N)=O